3-(2-(5-(4-methoxybenzylidene)-3-phenyl-4-oxothiazolidine-2-ylidene)hydrazono)-5-chloro-1H-indol-2-one COC1=CC=C(C=C2C(N(C(S2)=NN=C2C(NC3=CC=C(C=C23)Cl)=O)C2=CC=CC=C2)=O)C=C1